[Cl-].C[N+](CC(=O)OCCCCCCCC)(C)C N,N,N-trimethyl-2-(octyloxy)-2-oxoethan-1-aminium chloride